NC=1C(=NC(=CC1)C=1C=C2C(=CC=NC2=CC1)NC(C=C)=O)C(=O)NC1CCN(CC1)C 3-amino-N-(1-methylpiperidin-4-yl)-6-[4-(prop-2-enamido)quinolin-6-yl]pyridine-2-carboxamide